C(C)N(C=1C2=C(N=CN1)N(C=C2)S(=O)(=O)C2=CC=C(C)C=C2)CC2CCC(CC2)C(F)(F)F N-Ethyl-7-tosyl-N-(((1r,4r)-4-(trifluoromethyl)cyclohexyl)methyl)-7H-pyrrolo[2,3-d]pyrimidin-4-amine